(S)-4-(8-Amino-3-(1-(4-hydroxy-4-methylpent-2-ynoyl)pyrrolidin-2-yl)imidazo[1,5-a]pyrazin-1-yl)-N-(pyridin-2-yl)benzamide NC=1C=2N(C=CN1)C(=NC2C2=CC=C(C(=O)NC1=NC=CC=C1)C=C2)[C@H]2N(CCC2)C(C#CC(C)(C)O)=O